C(C)OC(C[C@@H](C)O)=O R-(-)-3-hydroxyl-butyric acid ethyl ester